6-((2,6-dimethyl-pyrimidin-4-yl)amino)-N-ethoxy-4-((5-fluoro-2-methoxy-3-(5-methyl-pyrimidin-2-yl)phenyl)amino)-pyridazine-3-carboxamide CC1=NC(=CC(=N1)NC1=CC(=C(N=N1)C(=O)NOCC)NC1=C(C(=CC(=C1)F)C1=NC=C(C=N1)C)OC)C